methyl-ammonium trichloride [Cl-].[Cl-].[Cl-].C[NH3+].C[NH3+].C[NH3+]